O(C1=CC=CC=C1)C1=CC=C(C=C1)C=1C=C2C=NC=NC2=C(C1)C=1C=C(C=CC1)NC(C=C)=O N-(3-(6-(4-phenoxyphenyl)quinazolin-8-yl)phenyl)acrylamide